(R)-6-(4-ethylpiperazin-1-yl)-7-methoxy-2-methyl-N-(1-(2-methyl-3-(trifluoromethyl)phenyl)ethyl)pyrido[2,3-d]pyrimidin-4-amine C(C)N1CCN(CC1)C1=CC2=C(N=C(N=C2N[C@H](C)C2=C(C(=CC=C2)C(F)(F)F)C)C)N=C1OC